(3-(nitromethyl)oxetan-3-yl)-L-leucine benzyl ester C(C1=CC=CC=C1)OC([C@@H](NC1(COC1)C[N+](=O)[O-])CC(C)C)=O